C[NH2+]CC[NH2+]C N1,N2-dimethylethane-1,2-diaminium